((2R,4S)-4-((tert-Butyldiphenylsilyl)oxy)-2-ethynylpyrrolidin-1-yl)(cyclopropyl)methanone [Si](C1=CC=CC=C1)(C1=CC=CC=C1)(C(C)(C)C)O[C@H]1C[C@@H](N(C1)C(=O)C1CC1)C#C